N1C[C@@H](CCCC1)N(C(OCC1=CC=CC=C1)=O)C benzyl (R)-azepan-3-yl(methyl)carbamate